FC=1C=CC2=C(C(N(CC3=C2C=C(C=C3)C=3C=NC(=CC3)F)C)=O)N1 3-Fluoro-10-(6-fluoro-pyridin-3-yl)-6-methyl-6,7-dihydro-4,6-diaza-dibenzo[a,c]cyclohepten-5-one